1-(2-(4-Bromophenoxy)ethyl)piperidin-4-ol BrC1=CC=C(OCCN2CCC(CC2)O)C=C1